C(C)(C)(C)OC(=O)N1C(CN(CC1)C1=NC=C(N=C1)C(NC1=CC2=C(N=C(O2)C)C(=C1)F)=O)C 4-[5-[(4-fluoro-2-methyl-1,3-benzoxazol-6-yl)carbamoyl]Pyrazin-2-yl]-2-methyl-piperazine-1-carboxylic acid tert-butyl ester